C(CC(O)(C(=O)OCC1CCCO1)CC(=O)OCC1CCCO1)(=O)OCC1CCCO1 Tri(tetrahydrofurfuryl) citrate